3-Chloro-N-(3-(1-((4-methyl-4H-1,2,4-triazol-3-yl)thio)ethyl)phenyl)benzamide ClC=1C=C(C(=O)NC2=CC(=CC=C2)C(C)SC2=NN=CN2C)C=CC1